2-methyl-4-(4-((6-(2-methylpyridin-4-yl)-2,7-naphthyridin-1-ylamino)methyl)phenyl)pyridine 1-oxide CC1=[N+](C=CC(=C1)C1=CC=C(C=C1)CNC1=NC=CC2=CC(=NC=C12)C1=CC(=NC=C1)C)[O-]